CP(OCC)(OC1=C(C(=CC(=C1)CCC)O)C1CCCC(=C1)C)=O ethyl (6-hydroxy-5'-methyl-4-propyl-1',2',3',4'-tetrahydro-[1,1'-biphenyl]-2-yl) methylphosphonate